4-Hydroxy-7-methyl-2-oxo-1-phenyl-1,2-dihydro-1,8-naphthyridine-3-carbonitrile OC1=C(C(N(C2=NC(=CC=C12)C)C1=CC=CC=C1)=O)C#N